Cl.C1CCCC12CCNCC2 8-azaspiro[4.5]decane hydrochloride